C(#N)C=1C=C(C=CC1)C=1N=C(SC1C1=CC(=NC(=C1)C)C)NC(=O)N1CCC(CC1)C=1NC=CN1 N-[4-(3-cyanophenyl)-5-(2,6-dimethyl-4-pyridyl)thiazol-2-yl]-4-(1H-imidazol-2-yl)piperidine-1-carboxamide